Cl.N[C@@H](C(=O)N[C@@H]([C@@H](C(=O)NCC=1SC=CN1)O)CC1=CC=CC=C1)COC (2S,3R)-3-((R)-2-amino-3-methoxypropionamido)-2-hydroxyl-4-phenyl-N-(thiazole-2-ylmethyl)butanamide hydrochloride